NC1=C(C=C2C(=N1)C(C=1C(=CC=CC1O2)Cl)=O)OC2=CC(=C(C=C2)N2CCN(CC2)C(=O)OC(C)(C)C)OCOC tert-butyl 4-(4-((2-amino-9-chloro-10-oxo-10H-chromeno[3,2-b]pyridin-3-yl)oxy)-2-(methoxymethoxy)phenyl)piperazine-1-carboxylate